(S)-N-(3-(2-chloro-4-hydroxyphenyl)-2-(dimethylamino)propyl)-3,4-dimethylbenzamide ClC1=C(C=CC(=C1)O)C[C@@H](CNC(C1=CC(=C(C=C1)C)C)=O)N(C)C